2-(4-(methylsulfonyl)phenyl)-6-(thiophen-2-ylethynyl)pyrazine CS(=O)(=O)C1=CC=C(C=C1)C1=NC(=CN=C1)C#CC=1SC=CC1